CC1CCCC2(C3CCCCC3CCC12)C 1,4a-dimethyltetradecahydrophenanthrene